N-[(1R)-1-pyridin-2-ylethyl]-5-[5-(trifluoromethyl)-1,2,4-oxadiazol-3-yl]pyrimidin-2-amine N1=C(C=CC=C1)[C@@H](C)NC1=NC=C(C=N1)C1=NOC(=N1)C(F)(F)F